Tert-Butyl 7-((R)-3-(((benzyloxy)carbonyl)amino)chroman-7-yl)-9,9-difluoro-3,7-diazabicyclo[3.3.1]nonane-3-carboxylate C(C1=CC=CC=C1)OC(=O)N[C@H]1COC2=CC(=CC=C2C1)N1CC2CN(CC(C1)C2(F)F)C(=O)OC(C)(C)C